N-[3-(trimethoxysilyl)propyl]-[1,3,5]triazine-2,4,6-triamine CO[Si](CCCNC1=NC(=NC(=N1)N)N)(OC)OC